7-deaza-guanine N1C(N)=NC=2N=CCC2C1=O